ClC1=C(C=C(C=C1)C1=NN(C=C1)C)CNC1=NN2C(NC(=CC2=O)CCC)=N1 2-[[2-chloro-5-(1-methylpyrazol-3-yl)phenyl]methylamino]-5-propyl-4H-[1,2,4]triazolo[1,5-a]pyrimidin-7-one